3-(3,3-difluorocyclobutyl)-1-(2-(2-methoxyphenyl)-2-((tetrahydro-2H-pyran-4-yl)oxy)ethyl)-5-methylthiophene FC1(CC(C1)C1=CS(C(=C1)C)CC(OC1CCOCC1)C1=C(C=CC=C1)OC)F